N-(4-([1,2,4]triazolo[1,5-a]pyridin-7-yloxy)-3-methylphenyl)-6-iodoquinazolin-4-amine N=1C=NN2C1C=C(C=C2)OC2=C(C=C(C=C2)NC2=NC=NC1=CC=C(C=C21)I)C